2-(3-(1-acetyl-1,2,3,6-tetrahydropyridin-4-yl)-2,6-dichlorophenyl)-N-carbamimidoylacetamide C(C)(=O)N1CCC(=CC1)C=1C(=C(C(=CC1)Cl)CC(=O)NC(N)=N)Cl